CC(C(=O)OCC1=CC=C2C(=N1)NC(=C2)C2=C(C(=CC=C2)Br)C)(C(C)(C)C)NC(=O)C2=NN(C1=CC=CC=C21)CCCCCF (2-(3-bromo-2-methylphenyl)Azolo[5,4-b]Pyridin-6-yl)methanol methyl-2-[[1-(5-fluoropentyl)-1H-indazole-3-carbonyl]amino]-3,3-dimethylbutyrate